FC1([C@@H](C1)C1=CC=CC(=N1)C(=O)NC=1C(=C(C=2N(C1)C=C(N2)C2CCNCC2)F)C(C)(C)O)F |o1:2| (S or R)-6-(2,2-difluorocyclopropyl)-N-(8-fluoro-7-(2-hydroxypropan-2-yl)-2-(piperidin-4-yl)imidazo[1,2-a]pyridin-6-yl)pyridinecarboxamide